1H-imidazole-4-carboxylic acid methyl ester COC(=O)C=1N=CNC1